OCC1=CC=CC(=N1)[C@@H](C)NC(C)=O N-[(1R)-1-[6-(hydroxymethyl)pyridin-2-yl]ethyl]acetamide